3-benzyloxy-1-[4-[5-(trifluoromethyl)pyrimidin-2-yl]piperazin-1-yl]propan-1-one C(C1=CC=CC=C1)OCCC(=O)N1CCN(CC1)C1=NC=C(C=N1)C(F)(F)F